2-(2-(5-(5-chloro-2-((oxacyclohex-4-yl)amino)pyrimidin-4-yl)-2-(2-(4,5-dihydro-1H-benzo[d]azepin-3(2H)-yl)-2-oxoethyl)-3-oxoisoindolin-1-yl)ethyl)isoindoline-1,3-dione ClC=1C(=NC(=NC1)NC1CCOCC1)C=1C=C2C(N(C(C2=CC1)CCN1C(C2=CC=CC=C2C1=O)=O)CC(=O)N1CCC2=C(CC1)C=CC=C2)=O